4-chloro-1-(3-cyanopropyl)-N-(2-fluoro-6-methyl-4-(phenylethynyl)phenyl)-1H-pyrazole-5-carboxamide ClC=1C=NN(C1C(=O)NC1=C(C=C(C=C1C)C#CC1=CC=CC=C1)F)CCCC#N